3-(S)-hydroxy-L-proline O[C@@H]1[C@H](NCC1)C(=O)O